5-chloro-N-[(furan-2-yl)methyl]-3-methoxythieno[3,2-b]pyridin-7-amine ClC1=CC(=C2C(=N1)C(=CS2)OC)NCC=2OC=CC2